N[C@H]1[C@H]2CC[C@@H](C1)N2C=2N(C(C1=C(N2)NC=C1C1=C(C2=CN(N=C2C=C1)CCOC)Cl)=O)C 2-((1R,2R,4S)-2-amino-7-azabicyclo[2.2.1]heptan-7-yl)-5-(4-chloro-2-(2-methoxyethyl)-2H-indazol-5-yl)-3-methyl-3,7-dihydro-4H-pyrrolo[2,3-d]pyrimidin-4-one